OCCCN1C(C2=C(C=3C=C(C=CC13)C=1C=NC(=CC1)OC)N(N=N2)C2=CC(=C(C=C2)N2CCNCC2)C(F)(F)F)=O 5-(3-hydroxypropyl)-8-(6-methoxypyridin-3-yl)-1-(4-(piperazin-1-yl)-3-(trifluoromethyl)phenyl)-1,5-Dihydro-4H-[1,2,3]triazolo[4,5-c]quinolin-4-one